C(C)(C)(C)OC(=O)N[C@@H]1[C@@H](NCCC1)COC1CC=C(CC1)C=1C=C2C=NN(C2=CC1OCC(=O)OCC)COCC[Si](C)(C)C ethyl 2-((5-(4-(((2R,3S)-3-((tert-butoxycarbonyl)amino)piperidin-2-yl)methoxy)cyclohex-1-en-1-yl)-1-((2-(trimethylsilyl)ethoxy)methyl)-1H-indazol-6-yl)oxy)acetate